3',6'-dihydro-2'H-[3,4'-bipyridine]-1'-carboxylic acid tert-butyl ester C(C)(C)(C)OC(=O)N1CCC(=CC1)C=1C=NC=CC1